COC=1C=C(C[C@@H]([C@@H](C(=O)NCCCN(C)C)CC2=CC(=C(C=C2)O)OC)CO)C=CC1OC (2s,3s)-3-(3,4-dimethoxybenzyl)-N-(3-(dimethylamino)propyl)-4-hydroxy-2-(4-hydroxy-3-methoxybenzyl)butanamide